dibutyltin oxide bis(laurate) C(CCCCCCCCCCC)(=O)[O-].C(CCCCCCCCCCC)(=O)[O-].C(CCC)[Sn+2](CCCC)=O